tert-butyl 6-oxo-4-phenyl-3,6-dihydropyridine-1(2H)-carboxylate O=C1C=C(CCN1C(=O)OC(C)(C)C)C1=CC=CC=C1